FC=1C=C(C=2C(C(CCC2C1)CC(=O)N)=O)CC(=O)N (3-fluoro-8-oxo-5,6,7,8-tetrahydronaphthalene-1,7-diyl)diacetamide